mono(benzyl) Phthalate C(C=1C(C(=O)[O-])=CC=CC1)(=O)OCC1=CC=CC=C1